1'-(3-(difluoromethoxy)phenyl)-5'-vinylspiro[cyclopropane-1,3'-indoline] FC(OC=1C=C(C=CC1)N1CC2(C3=CC(=CC=C13)C=C)CC2)F